C(=O)(OC(C)(C)C)N1[C@@H](CCC1)C(=O)O N-Boc-proline